3-amino-2-hydroxypropanesulfonate NCC(CS(=O)(=O)[O-])O